isononyl pelargonate C(CCCCCCCC)(=O)OCCCCCCC(C)C